(Cis)-5-{4-[4-hydroxycyclohexyl]-3-(trifluoromethyl)phenyl}-3,6-dihydro-2H-1,3,4-oxadiazin-2-one O[C@H]1CC[C@H](CC1)C1=C(C=C(C=C1)C1=NNC(OC1)=O)C(F)(F)F